C(#N)[C@H](CC1=CC=C(C=C1)C1=CC=C(C=C1)[14C]#N)NC(=O)C1(CCOCC1)NC(OC(C)(C)C)=O (S)-tert-Butyl 4-(1-cyano-2-(4'-[14C]-cyanobiphenyl-4-yl)ethylcarbamoyl)tetrahydro-2H-pyran-4-ylcarbamate